6-(isopropyl(methyl)amino)-2-(6-(4-(1-methyl-1H-pyrazol-5-yl)-4H-1,2,4-triazol-3-yl)pyridin-2-yl)-4-((methylamino)methyl)-2,3-dihydro-1H-pyrrolo[3,4-c]pyridin-1-one C(C)(C)N(C1=CC2=C(C(=N1)CNC)CN(C2=O)C2=NC(=CC=C2)C2=NN=CN2C2=CC=NN2C)C